CC=1C(=C(C(=O)OC)C=CC1)S(=O)(=O)Cl methyl methyl-2-(chlorosulfonyl)benzoate